CN(S(=O)(=O)C1=CC(=CC=C1)B1OC(C(O1)(C)C)(C)C)C N,N-dimethyl-3-(4,4,5,5-tetramethyl-1,3,2-dioxaborolan-2-yl)benzenesulfonamide